N-[5-(2-fluoroethoxy)-4-methoxy-pyrimidin-2-yl]-9-keto-8-methyl-6,7-dihydro-1H-pyrrolo[3,2-h]isoquinoline-3-sulfonamide FCCOC=1C(=NC(=NC1)NS(=O)(=O)C1=CNC2=C1C=CC=1CCN(C(C21)=O)C)OC